N1(C=CC=CC=C1)CCN1CCC(CC1)C=1C=C2C(=C(NC2=CC1)C1=C2C(=NC=C1)NN=C2)C(C)C 4-(5-(1-(2-(azepin-1-yl)ethyl)piperidin-4-yl)-3-isopropyl-1H-indol-2-yl)-1H-pyrazolo[3,4-b]pyridine